cis-3-aminocyclobutane-1-carboxamide N[C@H]1C[C@H](C1)C(=O)N